2-[4-(3-fluorophenyl)-1H-pyrazol-1-yl]pyridine FC=1C=C(C=CC1)C=1C=NN(C1)C1=NC=CC=C1